CC1(CC(C=C1)(C)C)C tetramethylcyclopent-1-en